2-(3',5'-Di-tert-butyl-2'-hydroxyphenyl)-benzotriazol C(C)(C)(C)C=1C(=C(C=C(C1)C(C)(C)C)N1N=C2C(=N1)C=CC=C2)O